tert-butyl (2R,4R)-2-(((S)-1-((imidazo[1,2-a]pyridin-6-ylmethyl) amino)-1-oxopropan-2-yl) carbamoyl)-4-phenylpyrrolidine-1-carboxylate N=1C=CN2C1C=CC(=C2)CNC([C@H](C)NC(=O)[C@@H]2N(C[C@H](C2)C2=CC=CC=C2)C(=O)OC(C)(C)C)=O